C(C)(C)(C)OC(=O)NC[B-](F)(F)F.[K+] potassium (((tert-butoxy-carbonyl)amino)methyl)trifluoroborate